3-(1-Menthoxy)-2-methylpropane-1,2-diol C1(CCC(CC1)C(C)C)(C)OCC(CO)(O)C